(3-(3-((benzyloxy)methyl)-1,2,4-thiadiazole-5-yl)-8-methyl-5,6-dihydroimidazo[1,5-a]pyrazin-7(8H)-yl)(4-fluorophenyl)methanone C(C1=CC=CC=C1)OCC1=NSC(=N1)C1=NC=C2N1CCN(C2C)C(=O)C2=CC=C(C=C2)F